methyl (3R)-2-(4-ethynylbenzamido)-3-hydroxybutanoate C(#C)C1=CC=C(C(=O)NC(C(=O)OC)[C@@H](C)O)C=C1